C(N)(=O)CCNCC(=O)O N-(2-carbamylethyl)glycine